4-(4-chlorophenyl)-2-methyl-3-butyne-2-amine ClC1=CC=C(C=C1)C#CC(C)(N)C